COC1=CC=C(C=C1)N1C(N(C2=NC(=NC=C2C1)S(=O)(=O)C)C1=CC=C(C=C1)C1=NN(C=N1)COCC[Si](C)(C)C)=O 3-(4-methoxyphenyl)-7-(methylsulfonyl)-1-(4-(1-((2-(trimethylsilyl)ethoxy)methyl)-1H-1,2,4-triazol-3-yl)phenyl)-3,4-dihydropyrimido[4,5-d]pyrimidin-2(1H)-one